ClC1=CC(=C(C=C1)C1=NC(=NC2=NC(=C(N=C12)C)C)C=1CCOC(C1)C=1C=NN(C1)C1CC1)F 4-(4-chloro-2-fluorophenyl)-2-(6-(1-cyclopropyl-1H-pyrazol-4-yl)-3,6-dihydro-2H-pyran-4-yl)-6,7-dimethyl-pteridine